CC=1C=CC(=C(C1)N1N=C2C(=N1)C=CC=C2)O 2-(5-Methyl-2-hydroxyphenyl)-2H-benzotriazole